3-((4-bromo-2-methylphenyl)thio)oxetane BrC1=CC(=C(C=C1)SC1COC1)C